CC[N+](=C1C=CC2=C(C=C(OC2=C1)C(C)(C)C)/C=C/C=C/3\\C(C4=C(N3CCCS(=O)(=O)[O-])C=CC(=C4)S(=O)(=O)[O-])(C)CCCC(=O)O)CCCS(=O)(=O)[O-].[Na+].[Na+] The molecule is an organic disodium salt having 2-(3-{2-tert-butyl-7-[ethyl(3-sulfonatopropyl)amino]chromenium-4-yl}prop-2-en-1-ylidene)-3-(3-carboxypropyl)-3-methyl-1-(3-sulfonatopropyl)indoline-5-sulfonate as the counterion. It has a role as a fluorochrome. It contains a DY-632(2-).